3-(((6-Chloro-2-(trifluoromethyl)quinolin-4-yl)amino)methyl)-3-(5-chloropyridin-2-yl)azetidine-1-sulfonamide ClC=1C=C2C(=CC(=NC2=CC1)C(F)(F)F)NCC1(CN(C1)S(=O)(=O)N)C1=NC=C(C=C1)Cl